1,4-dimethylol-cyclohexan-terephthalat C(O)C1(CCC(CC1)CO)C1=CC(=CC=C1C(=O)[O-])C(=O)[O-]